2-(1-Methyl-4-piperidyl)-3-(p-tolyl)propanoic acid CN1CCC(CC1)C(C(=O)O)CC1=CC=C(C=C1)C